5-(3-bromophenyl)-1,3-dihydro-2H-benzofuro[3,2-e]-1,4-diazepin-2-one BrC=1C=C(C=CC1)C=1C2=C(NC(CN1)=O)C1=C(O2)C=CC=C1